C(C1=CC=CC=C1)OC(=O)N1[C@H](CN(CC1)C=1C2=C(N=C(N1)SC)CNCC2)CC#N (S)-2-(cyanomethyl)-4-(2-(methylthio)-5,6,7,8-tetrahydropyrido[3,4-d]pyrimidin-4-yl)piperazine-1-carboxylic acid benzyl ester